FC1=CC=C(OC[C@@H]2[C@H](CCC2)NC(C2=C(C=CC=C2N2N=CC=N2)COC)=O)C=C1 N-[(1S,2S)-2-[(4-fluorophenoxy)methyl]cyclopentyl]-2-(methoxymethyl)-6-(triazol-2-yl)benzamide